tert-butyl 2-chloro-4-oxo-4,6-dihydrospiro[cyclopenta[d]thiazole-5,4'-piperidine]-1'-carboxylate ClC=1SC2=C(N1)C(C1(CCN(CC1)C(=O)OC(C)(C)C)C2)=O